C(C)(=O)C1=CN(C2=CC=C(C=C12)N1C(NC2=C(C1=O)C1=C(S2)CCCC1)=O)C 3-(3-Acetyl-1-methyl-1H-indol-5-yl)-5,6,7,8-tetrahydrobenzo[4,5]thieno[2,3-d]pyrimidine-2,4(1H,3H)-dione